C(C)(C)(C)OC(=O)N1CCC2(CC1)OC1=C(C2)C=CC(=C1)NCC1=CC=CC=C1 6-(Benzylamino)-3H-spiro[benzofuran-2,4'-piperidine]-1'-carboxylic acid tert-butyl ester